(2S,4R)-1-(2-(3-acetyl-7-(fluoromethyl)-5-(2-methylpyrimidin-5-yl)-1H-indazol-1-yl)acetyl)-N-(6-bromopyridin-2-yl)-4-fluoropyrrolidine-2-carboxamide C(C)(=O)C1=NN(C2=C(C=C(C=C12)C=1C=NC(=NC1)C)CF)CC(=O)N1[C@@H](C[C@H](C1)F)C(=O)NC1=NC(=CC=C1)Br